C(=C)S[Bi](C1=CC=C(C=C1)[Bi](SC=C)SC=C)SC=C 1,4-bis(di(ethenylsulfanyl)bismuthanyl)benzene